N-tert-butyl-2-({2-[4-(2-ethyl-2-hydroxybutoxy)pyridin-2-yl]-5H,6H,7H-cyclopenta[d]pyrimidin-4-yl}(methyl)amino)acetamide C(C)(C)(C)NC(CN(C)C=1C2=C(N=C(N1)C1=NC=CC(=C1)OCC(CC)(O)CC)CCC2)=O